(4-amino-7-chloro-1,3-dihydrofuro[3,4-c]quinolin-8-yl)((3R)-3-(2-(trifluoromethyl)-4-pyridinyl)-4-morpholinyl)methanone NC1=NC=2C=C(C(=CC2C2=C1COC2)C(=O)N2[C@@H](COCC2)C2=CC(=NC=C2)C(F)(F)F)Cl